3-[3-[methyl(piperidin-1-ium-4-ylmethyl)amino]phenyl]piperidine-2,6-dione hydrogen sulfate S(=O)(=O)(O)[O-].CN(C=1C=C(C=CC1)C1C(NC(CC1)=O)=O)CC1CC[NH2+]CC1